NC1=NN=C(O1)CNCC1=C(C#N)C=CC=C1F [([(5-amino-1,3,4-oxadiazol-2-yl)methyl]amino)methyl]-3-fluoro-benzonitrile